1-(5-fluoro-3-methyl-2-oxo-1,3-benzoxazol-6-yl)-3-[(1S)-1-(2-pyrimidin-2-yl-1,2,4-triazol-3-yl)ethyl]urea FC=1C(=CC2=C(N(C(O2)=O)C)C1)NC(=O)N[C@@H](C)C=1N(N=CN1)C1=NC=CC=N1